1-benzyl-N3-methyl-2-oxo-N5-(3-phenylcyclobutyl)-1,2-dihydropyridine-3,5-dicarboxamide C(C1=CC=CC=C1)N1C(C(=CC(=C1)C(=O)NC1CC(C1)C1=CC=CC=C1)C(=O)NC)=O